C(=O)(OC(C)(C)C)N1CCN(CC1)C1=C(C=C(N)C=C1)F 4-(4-Boc-piperazin-1-yl)-3-fluoroaniline